4-(3,3-dimethylpiperazin-1-yl)-N-(7-fluoro-2-methylimidazo[1,2-a]pyridin-6-yl)-2,3-dihydro-1H-pyrrolo[2,3-b]pyridine-1-carboxamide CC1(CN(CCN1)C1=C2C(=NC=C1)N(CC2)C(=O)NC=2C(=CC=1N(C2)C=C(N1)C)F)C